C(C)(C)OCCOC(C)C Ethylenglycol diiso-propyl ether